(S)-N-(7-(3,4-Difluorophenoxy)-2,3-dihydrobenzo[b][1,4]dioxin-5-yl)-1-methyl-5-oxopyrrolidine-2-carboxamide FC=1C=C(OC=2C=C(C3=C(OCCO3)C2)NC(=O)[C@H]2N(C(CC2)=O)C)C=CC1F